C(C1=CC=CC=C1)OC1=CC(=NC=C1)O[C@@H]1CN(CC1)CC(=O)N1[C@@H](CCC1)C#N (S)-1-(2-((S)-3-((4-(Benzyloxy)pyridin-2-yl)oxy)pyrrolidin-1-yl)acetyl)pyrrolidin-2-carbonitril